(Z)-2-(Prop-2-yn-1-yl)pent-4-yn-1-yl 7-((1R,2R,3R,5S)-3,5-dihydroxy-2-((R,E)-3-hydroxy-4-(3-(trifluoromethyl)phenoxy)but-1-en-1-yl)cyclopentyl)hept-5-enoate O[C@H]1[C@@H]([C@H]([C@H](C1)O)C\C=C/CCCC(=O)OCC(CC#C)CC#C)\C=C\[C@H](COC1=CC(=CC=C1)C(F)(F)F)O